acrylonitrile glycidyl-methacrylate (2R,3R,4R,5R,6S)-5-acetamido-2-(acetoxymethyl)-6-((3-methoxy-3-oxopropyl)thio)tetrahydro-2H-pyran-3,4-diyl-diacetate C(C)(=O)N[C@@H]1[C@@H]([C@H]([C@@H](O[C@H]1SCCC(=O)OC)COC(C)=O)CC(=O)O)CC(=O)O.C(C1CO1)OC(C(=C)C)=O.C(C=C)#N